3-Aminomethyl-3,5,5-trimethylcyclohexanol NCC1(CC(CC(C1)(C)C)O)C